[SnH2](Cl)Cl stannylene chloride